N-(5-fluoropyrimidin-4-yl)-2-[1-oxo-4-prop-2-yl-6-(trifluoromethoxy)phthalazin-2-yl]Acetamide FC=1C(=NC=NC1)NC(CN1C(C2=CC=C(C=C2C(=N1)C(C)C)OC(F)(F)F)=O)=O